Cl.FC(C1=NC(=NO1)C1=CC=C(C=C1)CN)(F)F 4-(5-(trifluoromethyl)-1,2,4-oxadiazol-3-yl)phenylmethylamine hydrochloride